COC1=C(C(CN)O)C=C(C(=C1)C)OC 2,5-dimethoxy-β-hydroxy-4-methylphenethylamine